[Li].C(C)(C)(C)OC(=O)N1CCC(CC1)(C)NC=1C(=CN(C(C1)=O)C1CCOCC1)C(=O)O 4-((1-(tert-Butoxycarbonyl)-4-methylpiperidin-4-yl)amino)-6-oxo-1-(tetrahydro-2H-pyran-4-yl)-1,6-dihydropyridine-3-carboxylic acid lithium